N-[3-[(2,3-dihydroxypropyl)(3-butyloxypropyl)amino]propyl]myristamide potassium [K].OC(CN(CCCNC(CCCCCCCCCCCCC)=O)CCCOCCCC)CO